N-(4,5-dimethylisoxazol-3-yl)-2-(7-(hydroxymethyl)-1,3-dihydroisobenzofuran-4-yl)-N-(methoxymethyl)benzenesulfonamide CC=1C(=NOC1C)N(S(=O)(=O)C1=C(C=CC=C1)C1=C2COCC2=C(C=C1)CO)COC